methyl phthalate (di-ethyl phthalate) C(C)C=1C(=C(C(C(=O)O)=CC1)C(=O)O)CC.C(C=1C(C(=O)O)=CC=CC1)(=O)OC